CC1(OC(CC(C1)C(=O)N)(C)C)C 2,2,6,6-tetramethyltetrahydro-2H-pyran-4-carboxamide